CCCCCCCCCCCCCCCC(=O)OC[C@]12[C@H](O1)[C@H]3[C@H]4[C@](C4(C)C)(C[C@H]([C@]5(C3=O)C=C([C@@H]([C@]5([C@@H]2O)O)OC(=O)C(C)C(C)C)C)C)OC(=O)CCCCCCCCCCC The molecule is a tetracyclic diterpenoid that is 6,7-epoxy-13-hydroxyingenol in which the hydroxy groups at positions 3, 13 and 20 are esterified by 2,3-dimethylbutyric acid, lauric acid and palmitic acid. Isolated from the roots of Euphorbia kansui, it exhibits anti-cancerous activity. It has a role as a metabolite and an antineoplastic agent. It is a cyclic terpene ketone, a fatty acid ester, a tetracyclic diterpenoid and a dodecanoate ester. It derives from a 2,3-dimethylbutyric acid, an ingenol, a dodecanoic acid and a hexadecanoic acid.